N[C@@H](C)C=1N(C(C2=C(C=CC=C2C1)C#CC1=C2N(N=C1)C[C@@H](C2)O)=O)C2=CC=CC=C2 3-((S)-1-aminoethyl)-8-(((R)-5-hydroxy-5,6-dihydro-4H-pyrrolo[1,2-b]pyrazol-3-yl)ethynyl)-2-phenylisoquinolin-1(2H)-one